(R)-N-((R)-(3-chloro-4-fluorophenyl)(6-(trifluoromethyl)pyridin-2-yl)methyl)-2-methylpropan-2-sulfinamide ClC=1C=C(C=CC1F)[C@@H](N[S@](=O)C(C)(C)C)C1=NC(=CC=C1)C(F)(F)F